C(C)(C)C1=CC=C(C=CC(=O)O)C=C1 4-isopropyl-cinnamic acid